Cl[O-] Hypochlorite